C1(CCC1)N1CCN(CC1)CC1=C(C=C(CNC2=C3C(N(C(=NC3=CC=C2)C)C2C(NC(CC2)=O)=O)=O)C=C1)C 3-(5-((4-((4-cyclobutylpiperazin-1-yl)methyl)-3-methylbenzyl)amino)-2-methyl-4-oxoquinazolin-3(4H)-yl)piperidine-2,6-dione